CNCC=1C=CC=C2C=C(C(NC12)=O)CC1=CC(=CC=C1)OC(F)(F)F 8-((methylamino)methyl)-3-(3-(trifluoromethoxy)benzyl)quinolin-2(1H)-one